CN(C=1C2=C(N=C(N1)N1CC(C1)OC(C1=CC=C(C=C1)S(=O)(=O)C1CCCC1)=O)CC[S+]2[O-])C2CCOCC2 [1-[4-[Methyl(tetrahydropyran-4-yl)amino]-5-oxido-6,7-dihydrothieno[3,2-d]pyrimidin-5-ium-2-yl]azetidin-3-yl]-4-cyclopentylsulfonylbenzoat